C(CCC)C1NS(C2=C(N(C1)C1=CC=CC=C1)C=C(C(=C2)O\C=C(\C(=O)O)/F)SC)(=O)=O (Z)-3-((3-butyl-7-(methylthio)-1,1-dioxido-5-phenyl-2,3,4,5-tetrahydro-1,2,5-benzothiadiazepin-8-yl)oxy)-2-fluoroacrylic acid